FC=1C=C2CN(CC2=CC1)C(=O)NC1=CC=C(C=C1)C1CCN(CC1)S(NC(CC)=O)(=O)=O 5-FLUORO-N-(4-(1-(N-PROPIONYLSULFAMOYL)PIPERIDIN-4-YL)PHENYL)ISOINDOLINE-2-CARBOXAMIDE